1,2-di(t-butyl-peroxy)cyclohexane C(C)(C)(C)OOC1C(CCCC1)OOC(C)(C)C